(S)-4-(3-((4-(2-cyanoacetyl)morpholin-2-yl)methyl)-7-methylimidazo[1,2-a]pyridin-2-yl)-3,5-difluoro-N-methylbenzamide C(#N)CC(=O)N1C[C@@H](OCC1)CC1=C(N=C2N1C=CC(=C2)C)C2=C(C=C(C(=O)NC)C=C2F)F